C(C)(C)[C@H]1CO[C@@]23CC[C@@H](C[C@H]3CCC(N21)=O)N(CC2=CC=C(C=C2)C(F)(F)F)CC2CN(C2)C(=O)OC(C)(C)C tert-butyl 3-[[[(3S,7aR,9S,11aR)-3-isopropyl-5-oxo-3,6,7,7a,8,9,10,11-octahydro-2H-oxazolo[2,3-j]quinolin-9-yl]-[[4-(trifluoromethyl)phenyl]methyl]amino]methyl]azetidine-1-carboxylate